C(C)(C)(C)C=1C=C(C2=C(C(C(O2)=O)C2=CC=C(C=C2)OCCO)C1)C(C)(C)C 5,7-di-tert-butyl-3-{4-(2-hydroxyethoxy)phenyl}-benzofuran-2(3H)-one